chloromethyl-benzaldehyde ClCC1=C(C=O)C=CC=C1